BrC=1C(=C(C2=C(C=C(C(O2)C(F)(F)F)C(=O)OCC)C1)C[2H])C(C)(C)C ethyl 6-bromo-7-tert-butyl-8-deuteromethyl-2-trifluoromethyl-2H-benzopyran-3-carboxylate